C(C)NC(C1=C(C=C(C(=C1)S(=O)(=O)N)Cl)NCC=1OC=CC1)=O N-Ethyl-5-aminosulfonyl-4-chloro-2-[(furanylmethyl)amino]benzamide